ClC=1C=C(C=C(C1F)Cl)C1(CC(=NO1)N1CC=2C=NC(=CC2C1)C(=O)NCCC(C)C)C(F)(F)F 2-(5-(3,5-dichloro-4-fluorophenyl)-5-(trifluoromethyl)-4,5-dihydroisoxazol-3-yl)-N-isopentyl-2,3-dihydro-1H-pyrrolo[3,4-c]pyridine-6-carboxamide